3-{2-[(2-methylpyrimidin-4-yl)amino]pyridin-4-yl}-7,8-dihydro-1,6-naphthyridin-5(6H)-one CC1=NC=CC(=N1)NC1=NC=CC(=C1)C=1C=NC=2CCNC(C2C1)=O